2,3-difluoro-1-methoxy-4-(prop-1-en-2-yl)benzene FC1=C(C=CC(=C1F)C(=C)C)OC